ClC1=CC=C2C(=N1)N=C(O2)N2CCN(CC2)C(=O)C2=CC(=C(C=C2)C=2N=NN(C2)CC(C)(C)C)C(F)(F)F [4-(5-chlorooxazolo[4,5-b]pyridin-2-yl)piperazin-1-yl]-[4-[1-(2,2-dimethylpropyl)triazol-4-yl]-3-(trifluoromethyl)phenyl]methanone